2-amino-3-(4-hydroxy-3-iodophenyl)propanoic acid NC(C(=O)O)CC1=CC(=C(C=C1)O)I